CN1N=CC(=C1)C=1N=C2CCCNC2=CC1C(F)(F)F 6-(1-methyl-1H-pyrazol-4-yl)-7-(trifluoromethyl)-1,2,3,4-tetrahydro-1,5-naphthyridine